OC1=C(C=C(C=C1)CC1=CC(=C(C=C1)O)[N+](=O)[O-])[N+](=O)[O-] bis-(4-hydroxy-3-nitrophenyl)methane